5-[(4-{[(4-Aminophenyl)methoxy]methyl}-2-methoxyphenyl)methyl]-N4-pentyl-5H-pyrrolo[3,2-d]pyrimidine-2,4-diamine NC1=CC=C(C=C1)COCC1=CC(=C(C=C1)CN1C=CC=2N=C(N=C(C21)NCCCCC)N)OC